BrC(C(F)(F)F)=C 2-bromo-1,1,1-trifluoro-2-propene